N4-(3-(tert-Butyl)-1-methyl-1H-pyrazol-5-yl)-N2-(2-methoxy-4-(4-methylpiperazin-1-yl)phenyl)pyridine-2,4-diamine C(C)(C)(C)C1=NN(C(=C1)NC1=CC(=NC=C1)NC1=C(C=C(C=C1)N1CCN(CC1)C)OC)C